CN1N=CC=2C(=NC=CC21)N[C@H]2C[C@H](CCC2)NC([O-])=O ((1S,3R)-3-((1-methyl-1H-pyrazolo[4,3-c]pyridin-4-yl)amino)cyclohexyl)carbamate